N-(1'-(2-(1,1-difluoroethyl)-6-(1-ethyl-5-fluoro-1H-pyrazol-4-yl)pyrimidin-4-yl)-1',2'-dihydrospiro[cyclopropane-1,3'-pyrrolo[3,2-c]pyridin]-6'-yl)acetamide FC(C)(F)C1=NC(=CC(=N1)N1CC2(C=3C=NC(=CC31)NC(C)=O)CC2)C=2C=NN(C2F)CC